N-(1-cyclobutyl-6-(1-hydroxycyclobutyl)-7-(trifluoromethoxy)-1H-benzo[d]imidazol-2-yl)-3,3-dimethylbutanamide C1(CCC1)N1C(=NC2=C1C(=C(C=C2)C2(CCC2)O)OC(F)(F)F)NC(CC(C)(C)C)=O